O1[C@H](COC2=C1C=CC=C2)C2=CC=C(CN[C@H]1[C@@H](CCCC1)O)C=C2 (1R,2R)-2-({4-[(2S)-2,3-dihydro-1,4-benzodioxin-2-yl]benzyl}amino)cyclohexan-ol